3-(benzhydrylideneamino)-N,N,5,6-tetramethyl-pyridazine-4-carboxamide C(C1=CC=CC=C1)(C1=CC=CC=C1)=NC=1N=NC(=C(C1C(=O)N(C)C)C)C